capryl glycol CCCCCCC(CO)O